methyl 1-(1-(fluoromethyl) cyclopropyl)-6-oxo-4-(((trifluoromethyl) sulfonyl) oxy)-1,6-dihydropyridine-3-carboxylate FCC1(CC1)N1C=C(C(=CC1=O)OS(=O)(=O)C(F)(F)F)C(=O)OC